C1(=CC=CC=C1)[Si](OC)(OC)C1=CC=CC=C1 Diphenyl-DimethoxySilane